6-((tert-Butoxycarbonyl)amino)-2-fluoro-3-methoxybenzoic acid ethyl ester C(C)OC(C1=C(C(=CC=C1NC(=O)OC(C)(C)C)OC)F)=O